octyldodecanol erucate C(CCCCCCCCCCC\C=C/CCCCCCCC)(=O)OC(CCCCCCCCCCC)CCCCCCCC